P-PROPYLANISOLE CCCC1=CC=C(C=C1)OC